FC1=CC(=CC2=C1NC(=N2)C2=CC(=NN2CC2=CC=C(C=C2)OC)NC(=O)C=2C=NC(=CC2)N2CCN(CC2)CCOC)OC N-[5-(7-fluoro-5-methoxy-1H-benzimidazol-2-yl)-1-[(4-methoxyphenyl)-methyl]pyrazol-3-yl]-6-[4-(2-methoxyethyl)piperazin-1-yl]pyridine-3-carboxamide